methyl (1s,3S)-1-((((1s,4R)-4-(3-(benzyloxy)phenyl)cyclohexyl)oxy)methyl)-3-(methylsulfonamido)cyclopentane-1-carboxylate C(C1=CC=CC=C1)OC=1C=C(C=CC1)C1CCC(CC1)OC[C@]1(C[C@H](CC1)NS(=O)(=O)C)C(=O)OC